N-(2-hydroxyethyl)-2-oxazolidone OCCN1[CH-]OCC1=O